benzyl 3,4-dimethyl-1H-pyrrole-2-carboxylate CC1=C(NC=C1C)C(=O)OCC1=CC=CC=C1